C(C)C(C(=O)O)CCCCCCCCCC\C=C/CCCCCCCC.C(CCCCCCCCCCCC=CCCCCCCCC)(=O)OCC Ethyl 13-docosenoate (ethyl erucate)